(2,2,2-trifluoroethyl)thieno[2,3-d]pyrimidin FC(CC=1N=CC2=C(N1)SC=C2)(F)F